FC(C(=O)OC(C(F)F)=O)F 2,2-difluoroacetic anhydride